2,2'-propylidenebis(4-i-butyl-6-t-butylphenol) C(CC)(C1=C(C(=CC(=C1)CC(C)C)C(C)(C)C)O)C1=C(C(=CC(=C1)CC(C)C)C(C)(C)C)O